OC1=CC=C2C(=CC(OC2=C1)=O)CP(O)(O)=O ((7-hydroxy-2-oxo-2H-chromene-4-yl)methyl)phosphonic acid